N1=CN=C(C2=C1N=CC=C2)N2CC1(C2)CCNCC1 2-pyrido[2,3-d]pyrimidin-4-yl-2,7-diazaspiro[3.5]nonan